6-chloro-5-methyl-N-[(3R)-1-Methylpiperidin-3-yl]-1,2,4-triazin-3-amine ClC1=C(N=C(N=N1)N[C@H]1CN(CCC1)C)C